2,2-difluoro-1,3-dimethoxypropane FC(COC)(COC)F